IC=1C2=C(C(=NC1)N)COC2 7-iodo-1,3-dihydrofuro[3,4-c]pyridin-4-amine